FC1=C(C(=O)NC2=CC(=NC=C2)C(=O)OC)C(=CC=C1C(F)(F)F)OC1=C(C(=C(C=C1)OC(F)(F)F)F)OC([2H])([2H])[2H] methyl 4-[[2-fluoro-6-[3-fluoro-2-(trideuteriomethoxy)-4-(trifluoromethoxy)phenoxy]-3-(trifluoromethyl)benzoyl]amino]pyridine-2-carboxylate